[Co].[Cu].[Au] gold copper-cobalt